m-((6-chlorohexyl)sulfonamido)-L-phenylalanine ClCCCCCCS(=O)(=O)NC=1C=C(C[C@H](N)C(=O)O)C=CC1